CN1[C@@H](CCC1)[C@H](C)O (S)-((S)-1-methylpyrrolidin-2-yl)ethan-1-ol